BrC=1C(=C2C(CNC(C2=CC1)=O)C(F)(F)F)F 6-bromo-5-fluoro-4-(trifluoromethyl)-3,4-dihydroisoquinolin-1(2H)-one